(1S*,4R*,6S*)-6-bromo-4-(3-chlorobenzyl)-2-oxabicyclo[2.2.1]heptan-3-one Br[C@H]1C[C@@]2(C(O[C@H]1C2)=O)CC2=CC(=CC=C2)Cl |o1:1,3,6|